C1(CC(CCCCCCC)O1)=O γ-Decanolide